C(C)(C)(C)OC(=O)N1[C@H](CN(CC1)CC1=C(C(=CC(=C1)C)N)C)C (2S)-4-[(3-amino-2,5-dimethyl-phenyl)methyl]-2-methyl-piperazine-1-carboxylic acid tert-butyl ester